perfluorooctyltriethoxysilane FC(C(F)(F)F)(O[Si](OC(C(F)(F)F)(F)F)(OC(C(F)(F)F)(F)F)C(C(C(C(C(C(C(C(F)(F)F)(F)F)(F)F)(F)F)(F)F)(F)F)(F)F)(F)F)F